N[C@H](C(=O)NCCNC(C1=C(C=C(C=C1)NC=1C=2N(C=CN1)C(=CN2)C2=C(C(=C(C=C2)OC(F)F)F)F)CC)=O)CCCNC(=N)N N-[2-[[(2S)-2-amino-5-carbamimidamidopentanoyl]amino]ethyl]-4-[[3-[4-(difluoromethoxy)-2,3-difluorophenyl]imidazo[1,2-a]pyrazin-8-yl]amino]-2-ethylbenzamide